(R)-6-(difluoromethyl)-5-fluoro-N-(8-fluoro-6-oxo-1,2,3,4,5,6-hexahydrophenanthridin-1-yl)-N-methyl-1H-indole-2-carboxamide FC(C1=C(C=C2C=C(NC2=C1)C(=O)N(C)[C@@H]1CCCC=2NC(C3=CC(=CC=C3C12)F)=O)F)F